OC1=C(C=CC(=C1)OCC#C)C(C=CC1=CC=C(C#N)C=C1)=O 4-[3-(2-Hydroxy-4-prop-2-ynoxyphenyl)-3-oxoprop-1-enyl]benzonitrile